Cl.COCC1(CC1)N 1-(methoxymethyl)cyclopropylamine hydrochloride